N1(CCNCC1)CC=1C=CC(=NC1)N 5-(piperazin-1-ylmethyl)pyridin-2-amine